N-(2-hydroxyethyl)pyrrolidine OCCN1CCCC1